N-[(1S)-1-cyclopropyl-2,2,2-trifluoroethyl]-6-fluoro-4-oxo-7-(piperazin-1-yl)-1-(2,4,6-trifluorophenyl)-1,4-dihydro-1,8-naphthyridine-3-carboxamide C1(CC1)[C@@H](C(F)(F)F)NC(=O)C1=CN(C2=NC(=C(C=C2C1=O)F)N1CCNCC1)C1=C(C=C(C=C1F)F)F